3,5-dipyridyl-benzoic acid N1=C(C=CC=C1)C=1C=C(C(=O)O)C=C(C1)C1=NC=CC=C1